ClC=1C=CC(=C(C1)C1=NN(C=C1NC(=O)C=1C=NN2C1N=CC=C2)CC(=O)NCC(F)F)OC N-(3-(5-chloro-2-methoxyphenyl)-1-(2-(2,2-difluoroethylamino)-2-oxoethyl)-1H-pyrazol-4-yl)pyrazolo[1,5-a]pyrimidine-3-carboxamide